FC1=C(C=C(C=C1)O)C(=O)N1CC2(C1)C=C(C2)C2=CC(=NN2C2=C(C=CC=C2)C)C (2-fluoro-5-hydroxyphenyl)(6-(3-methyl-1-(o-tolyl)-1H-pyrazol-5-yl)-2-azaspiro[3.3]heptane-5-en-2-yl)methanone